O=C1N(CC(N1C1=CC=C(C=C1)C(F)(F)F)=O)CCCC1=CC(=C(OC(C(=O)O)(C)C)C(=C1)C)C 2-(4-(3-(2,4-Dioxo-3-(4-(trifluoromethyl)phenyl)imidazolidin-1-yl)propyl)-2,6-dimethylphenoxy)-2-methylpropionic acid